N-({5-chloro-6-[(1,3-thiazol-4-yl)methoxy]-2-indolyl}methyl)-1-methyl-2-oxo-3-azetidinecarboxamide ClC=1C=C2C=C(NC2=CC1OCC=1N=CSC1)CNC(=O)C1C(N(C1)C)=O